(1R,4R,7R)-2-{2-[7-(1-benzoylazetidin-3-yl)-1-(cyclopropylmethyl)-1H-indol-2-yl]-7-methoxy-1-methyl-1H-1,3-benzodiazole-5-carbonyl}-2-azabicyclo[2.2.1]heptan-7-amine C(C1=CC=CC=C1)(=O)N1CC(C1)C=1C=CC=C2C=C(N(C12)CC1CC1)C1=NC2=C(N1C)C(=CC(=C2)C(=O)N2[C@@H]1CC[C@H](C2)[C@H]1N)OC